tetrapropylanilin sodium [Na].C(CC)C=1C(=C(N(CCC)CCC)C=CC1)CCC